oxazole tin [Sn].O1C=NC=C1